8-chloro-N-(2-methyl-4-(2,2,2-trifluoroethyl)cyclohexyl)-5,6-dihydrobenzo[f]imidazo[1,5-d][1,4]oxazepine-10-carboxamide ClC1=CC(=CC=2C=3N(CCOC21)C=NC3)C(=O)NC3C(CC(CC3)CC(F)(F)F)C